C(C)(C)(C)NC(=O)C1=NC(=CC=C1OC)NC1=CC(=NC=C1)F N-tert-butyl-6-[(2-fluoro-4-pyridinyl)amino]-3-methoxy-pyridine-2-carboxamide